3,3'-(7H-[1,2,4]Triazolo[3,4-b][1,3,4]thiadiazine-3,6-diyl)-bis(2H-chromen-2-one) N=1N=C(N2C1SCC(=N2)C=2C(OC1=CC=CC=C1C2)=O)C=2C(OC1=CC=CC=C1C2)=O